(2S,3R,5R)-3-((E)-(2-(1-(2-chloro-3,4-dihydroxybenzamido)cyclopropanecarbonyl)hydrazono)methyl)-3-methyl-7-oxo-4-thia-1-azabicyclo[3.2.0]heptane-2-carboxylic acid 4,4-dioxide ClC1=C(C(=O)NC2(CC2)C(=O)N\N=C\[C@]2([C@@H](N3C(C[C@H]3S2(=O)=O)=O)C(=O)O)C)C=CC(=C1O)O